trans-(4-((4-(2-fluoro-4-nitrophenyl)-3,6-dihydropyridin-1(2H)-yl)methyl)cyclohexyl)methanol FC1=C(C=CC(=C1)[N+](=O)[O-])C=1CCN(CC1)C[C@@H]1CC[C@H](CC1)CO